3-(6-isopropoxy-2-isopropyl-3-(trifluoromethyl)phenyl)quinazolin-4(3H)-one C(C)(C)OC1=CC=C(C(=C1N1C=NC2=CC=CC=C2C1=O)C(C)C)C(F)(F)F